ClC=1C=C(CN2C(C(=CC=C2)B(O)O)=O)C=CC1F 1-(3-chloro-4-fluorobenzyl)-2-oxo-1,2-dihydropyridinylboronic acid